4-((2S,4S)-2-(hydroxymethyl)-4-(4-(trifluoromethyl)phenoxy)pyrrolidin-1-yl)benzoic acid OC[C@H]1N(C[C@H](C1)OC1=CC=C(C=C1)C(F)(F)F)C1=CC=C(C(=O)O)C=C1